(S)-N-(6-(3,3-Difluoroazetidin-1-yl)pyridin-2-yl)-4-((2-hydroxy-1-methylethyl)sulfonamido)-2-(6-azaspiro[2.5]octan-6-yl)benzamide FC1(CN(C1)C1=CC=CC(=N1)NC(C1=C(C=C(C=C1)NS(=O)(=O)[C@H](CO)C)N1CCC2(CC2)CC1)=O)F